N-isopentyl-3-(2-propionamido-1H-benzo[d]imidazol-6-yl)benzamide C(CC(C)C)NC(C1=CC(=CC=C1)C=1C=CC2=C(NC(=N2)NC(CC)=O)C1)=O